2-(methylthio)pyrido[4,3-d]pyrimidine CSC=1N=CC2=C(N1)C=CN=C2